CN(CCN(C=1C(=CC(=CC1)NC1=NC=C(C(=N1)C1=CN(C2=CC=C(C=C12)F)C)C(F)(F)F)N)C)C N1-(2-(dimethylamino)ethyl)-N4-(4-(5-fluoro-1-methyl-1H-indol-3-yl)-5-(trifluoromethyl)pyrimidin-2-yl)-N1-methylbenzene-1,2,4-triamine